C1(CCC1)N1C(=NC=C1C)CCNC(CN(C=1C2=C(N=C(N1)C1=NC=CC=C1)CCC2)C)=O N-[2-(1-cyclobutyl-5-methyl-1H-imidazol-2-yl)ethyl]-2-{methyl[2-(pyridin-2-yl)-5H,6H,7H-cyclopenta[d]pyrimidin-4-yl]amino}acetamide